C[C@]12CC3=C([C@H]([C@H]1O)C(=O)O2)C(=O)C4=C(C=CC=C4O3)O The molecule is a member of the class of xanthones that is agnestin A in which the double bond between positions 3 and 4 has been reduced and the carboxlic acid group at position 1 forms a single bond with the carbon atom at position 3 resulting in a cyclic ester. It has been isolated from the fungus Paecilomyces variotti. It has a role as a fungal metabolite. It is a member of phenols, a member of xanthones, a secondary alcohol, a gamma-lactone and an organic heterotetracyclic compound.